methyl tetrahydropyran-4-carboxylate O1CCC(CC1)C(=O)OC